5-(3-(dimethylamino)pyrrolidine-1-carbonyl)-1H-indazole-3-carbonitrile CN(C1CN(CC1)C(=O)C=1C=C2C(=NNC2=CC1)C#N)C